OC1=CC=C(C=C1)C=1N=C(NC1C1=CC=C(C=C1)O)C1=CC=C(C(=O)O)C=C1 4-(4,5-bis(4-hydroxyphenyl)-1H-imidazol-2-yl)benzoic acid